C(=O)C=1C=C2C(=CC(N(C2=CC1O)CCCC(=O)OC(C)(C)C)(C)C)C tert-Butyl 4-(6-formyl-7-hydroxy-2,2,4-trimethyl-quinolin-1(2H)-yl)butanoate